N[C@@]1(CN(CCC1)C1=CC(=NC=C1C=1C=NN(C1)C(F)F)NC1=NC(=NC=C1)C1=C(C=CC=C1OC)F)C (S)-N-(4-(3-amino-3-methylpiperidin-1-yl)-5-(1-(difluoromethyl)-1H-pyrazol-4-yl)pyridin-2-yl)-2-(2-fluoro-6-methoxyphenyl)pyrimidin-4-amine